trimellitate C(C=1C(C(=O)[O-])=CC(C(=O)[O-])=CC1)(=O)[O-]